Nα-Boc-4-amino-L-phenylalanine C(=O)(OC(C)(C)C)N[C@@H](CC1=CC=C(C=C1)N)C(=O)O